CC(CC(C)(OOC(C)(C)C)C)OC(OC(CC(C)(OOC(C)(C)C)C)C)=O.C(=C)C1=C(C=CC=C1)CCCCC1=C(C=CC=C1)C=C 1,4-bis(vinylphenyl)butane di[1,3-dimethyl-3-(tert-butylperoxy)butyl]carbonate